C1(=CC=CC=C1)COC(CCCCCC[C@@H]1[C@H]([C@@H](CC1=O)OCC1=CC=CC=C1)CCC(C(CCCC)(F)F)O[Si](CC)(CC)CC)=O 7-[(1R,2R,3R)-3-benzyloxy-2-(4,4-difluoro-3-triethylsiloxyoctyl)-5-keto-cyclopentyl]heptanoic acid phenylmethyl ester